Hydroxyindoleacetic acid C1=CC2=C(C=C1O)C(=CN2)CC(=O)O